CC1=CC(NC(=C1)C)=O 4,6-dimethylpyridine-2(1H)-one